S1NN=CC=C1.[K] potassium thidiazine